[(9H-fluoren-9-ylmethoxy)carbonyl]-N6-(4-methylpiperazin-1-carbonyl)-L-lysine C1=CC=CC=2C3=CC=CC=C3C(C12)COC(=O)N[C@@H](CCCCNC(=O)N1CCN(CC1)C)C(=O)O